C(C)(=O)N1C(C2=CC=C(C=C2C1)S(=O)(=O)CCOC)C(=O)NC1=CC=C(C=C1)C(C(F)(F)F)(C(F)(F)F)O 2-Acetyl-N-[4-(1,1,1,3,3,3-hexafluoro-2-hydroxypropan-2-yl)phenyl]-5-[(2-methoxyethyl)sulfonyl]-2,3-dihydro-1H-isoindole-1-carboxamide